N,N'-Bis[(2-hydroxyphenyl)methylene]-1,2-diaminoethane OC1=C(C=CC=C1)C=NCCN=CC1=C(C=CC=C1)O